2-((5-fluoro-2-((4-morpholinylphenyl)amino)pyrimidin-4-yl)amino)-N-hydroxybenzamide FC=1C(=NC(=NC1)NC1=CC=C(C=C1)N1CCOCC1)NC1=C(C(=O)NO)C=CC=C1